CS(=O)(=O)C1=CC(=C(C=C1)NCC#CC=1N(C2=CC=CC(=C2C1)NC1CCC(CC1)N(C)C)CC(F)(F)F)OC(F)(F)F (1R,4R)-N4-[2-(3-{[4-methanesulfonyl-2-(trifluoromethoxy)phenyl]amino}prop-1-yn-1-yl)-1-(2,2,2-trifluoroethyl)-1H-indol-4-yl]-N1,N1-dimethylcyclohexane-1,4-diamine